C(CCCCCCCCCCCCCCCCC)C(C(=O)OC1=CC=CC=C1)(C)C1=CC(=C(C(=C1)CCCC)O)CCCC phenol n-octadecyl-(3,5-di-butyl-4-hydroxy-phenyl)propionate